ClC1=C(C=C(C=C1)N1CC(C2=NC(=CC=C21)C(=O)N2CC(C(CC2)C2=NC=CC=C2)C(=O)OCC)(C)C)F ethyl 1-(1-(4-chloro-3-fluorophenyl)-3,3-dimethyl-2,3-dihydro-1H-pyrrolo[3,2-b]pyridine-5-carbonyl)-4-(pyridin-2-yl)piperidine-3-carboxylate